C(C1=CC=CC=C1)(=O)OCCCOCCCOC(C1=CC=CC=C1)=O oxybis(propane-3,1-diyl) dibenzoate